NC1=C2C=NN(C2=CC=C1)C1CCN(CC1)C(=O)OC(C)(C)C tert-butyl 4-(4-amino-1H-indazol-1-yl)piperidine-1-carboxylate